(8S,9S,10R,13S,14S,17S)-17-((E)-1-(2-(Dimethylamino)acetoxyimino)ethyl)-10,13-dimethyl-6,7,8,9,10,11,12,13,14,15,16,17-dodecahydro-1H-cyclopenta[a]phenanthren-3(2H)-one CN(CC(=O)O\N=C(/C)\[C@H]1CC[C@H]2[C@@H]3CCC4=CC(CC[C@@]4([C@H]3CC[C@]12C)C)=O)C